[O-2].[Cr+3].[La+3].[O-2].[O-2] Lanthanum Chromium oxide